tert-amylaminotri(dimethylamino)tantalum C(C)(C)(CC)N[Ta](N(C)C)(N(C)C)N(C)C